NC1=C2CC[C@@H](N(C2=CC=C1N[C@@H]1CC([C@H](CC1)C(=O)OC)(C)C)C(=O)OC)C methyl (2S)-5-amino-6-[[trans-4-(methoxycarbonyl)-3,3-dimethylcyclohexyl]amino]-2-methyl-1,2,3,4-tetrahydroquinoline-1-carboxylate